tert-butyl (3S,4R)-4-((6-chloropyrazin-2-yl)oxy)-3-methylazepane-1-carboxylate ClC1=CN=CC(=N1)O[C@H]1[C@H](CN(CCC1)C(=O)OC(C)(C)C)C